methyl N-(3-((3-chloro-6,12-dioxo-6,12-dihydroindolo[2,1-b]quinazolin-8-yl) amino)-3-oxopropyl)-P-methylphosphonamidate ClC1=CC=C2C(N3C(=NC2=C1)C(C1=CC(=CC=C13)NC(CCNP(OC)(=O)C)=O)=O)=O